ClC=1C=C(OC=2C=CC=C3CCC(N(C23)C)=O)C=CC1 8-(3-Chlorophenoxy)-1-methyl-1,2,3,4-tetrahydroquinolin-2-one